perfluoropropyl-trimethyl-(ethyl)oxysilane FC([Si](OC(C(F)(F)F)(F)F)(C(F)(F)F)C(F)(F)F)(C(C(C(F)(F)F)(F)F)(F)F)F